C(C1=CC=CO1)S furfuryl mercaptan